2-bromo-4'-chloro-1,1':2',1''-terphenyl BrC1=C(C=CC=C1)C=1C(=CC(=CC1)Cl)C1=CC=CC=C1